[N-]=C=O.[N-]=C=O.C=CCC butene Diisocyanate